Methyl 5-(N-ethyl-N-(2,2,2-trifluoro-1-(4-fluorophenyl)ethyl)sulfamoyl)thiazole-2-carboxylate C(C)N(S(=O)(=O)C1=CN=C(S1)C(=O)OC)C(C(F)(F)F)C1=CC=C(C=C1)F